COC(C1=CC(=C(C=C1)OC)C1=COCCCN1C=O)=O 3-(4-formyl-4,5,6,7-tetrahydro-1,4-oxaazepin-3-yl)-4-methoxybenzoic acid methyl ester